tert-butyl (2R)-2-{6-[(2R)-1-[(tert-butoxy)carbonyl]pyrrolidine-2-carbonyl]-1,3,5,7-tetraoxo-1,2,3,5,6,7-hexahydro-s-indacene-2-carbonyl}pyrrolidine-1-carboxylate C(C)(C)(C)OC(=O)N1[C@H](CCC1)C(=O)C1C(C=2C=C3C(C(C(C3=CC2C1=O)=O)C(=O)[C@@H]1N(CCC1)C(=O)OC(C)(C)C)=O)=O